2,4-dicarboxyphenoxy-6-chloro-s-triazine C(=O)(O)C1=C(OC2=NC(=NC=N2)Cl)C=CC(=C1)C(=O)O